COC1=C(C=CC(=C1)OC)C=1NC(=C(N1)C1=CC=CC=C1)C1=CC=CC=C1 2-(2,4-dimethoxyphenyl)-4,5-diphenylimidazole